C1(CCCC1)CCC1=NC(=NO1)C1=CC2=C(N(C=N2)CCCCCNC(C2=C(C=CC=C2)OC)=O)C=C1 N-(5-(5-(5-(2-cyclopentylethyl)-1,2,4-oxadiazol-3-yl)-1H-benzo[d]imidazol-1-yl)pentyl)-2-methoxybenzamide